FC1(CN(C1)C(CN1C(N(C2=NC=C(C=C21)C2=CC(=CC=C2)F)C)=O)=O)F 1-[2-(3,3-difluoroazetidin-1-yl)-2-oxo-ethyl]-6-(3-fluorophenyl)-3-methyl-imidazo[4,5-b]pyridin-2-one